C(#N)[C@@]1(CC12CC2)C=2C=C1C=C(N=CC1=CC2)NC(=O)C2CC(C2)C(C)(C)O (1R,3R)-N-(6-((S)-1-cyanospiro[2.2]pentan-1-yl)isoquinolin-3-yl)-3-(2-hydroxypropan-2-yl)cyclobutane-1-carboxamide